C(N)(O)=O.C(C)(C)(C)[K] Tert-butyl-potassium carbamate